6-bromo-5-methoxybenzo[d]Oxazol-2(3H)-one BrC1=CC2=C(NC(O2)=O)C=C1OC